(S)-(1-(8-ethynyl-1-oxo-2-phenyl-1,2-dihydroisoquinolin-3-yl)ethyl)carbamic acid tert-butyl ester C(C)(C)(C)OC(N[C@@H](C)C=1N(C(C2=C(C=CC=C2C1)C#C)=O)C1=CC=CC=C1)=O